The molecule is a nucleobase analogue that is thymine in which the CH group at position 6 is replaced by nitrogen. It has a role as a Mycoplasma genitalium metabolite and an EC 2.6.1.40 [(R)-3-amino-2-methylpropionate--pyruvate transaminase] inhibitor. It is a cyclic ketone, a member of 1,2,4-triazines and a nucleobase analogue. CC1=NNC(=O)NC1=O